gadolinium dihydride [H-].[H-].[Gd+2]